ClC=1C(NN=CC1N1C[C@@H](CC1)OC1=NC=CC(=C1)C=1CCNCC1)=O (R)-4-chloro-5-(3-((1',2',3',6'-tetrahydro-[4,4'-bipyridin]-2-yl)oxy)pyrrolidin-1-yl)pyridazin-3(2H)-one